FC([C@@H](C)OC1=CC=2N(C=C1C(=O)O)C=C(N2)C21COC(C2)(C1)C)F (R)-7-((1,1-difluoropropan-2-yl)oxy)-2-(1-methyl-2-oxabicyclo[2.1.1]hexan-4-yl)imidazo[1,2-a]pyridine-6-carboxylic acid